O(CCN1CCCC1)CCN1CCCC1 1,1'-(oxybis(ethane-2,1-diyl))dipyrrolidine